C1(=CC=CC=C1)C1=C(C(=C(C=C1C1=CC=CC=C1)C1=CC=CC=C1)C1=CC=CC=C1)P(=O)(O)O 2,3,5,6-tetraphenylphosphonobenzene